C(C)(C)(C)OC(=O)N1CC(CC1)N1N=C2N(C(N(CC2=C1)C1CCN(CC1)C1=C(C=CC=C1C)F)=O)CC1=C(C=CC=C1)C(F)(F)F 3-[5-[1-(2-fluoro-6-methyl-phenyl)-piperidin-4-yl]-6-oxo-7-(2-trifluoromethyl-benzyl)-4,5,6,7-tetrahydro-pyrazolo[3,4-d]pyrimidin-2-yl]-pyrrolidine-1-carboxylic acid tert-butyl ester